((tert-butoxycarbonyl)amino)(2H2)acetic acid C(C)(C)(C)OC(=O)NC(C(=O)O)([2H])[2H]